(S)-3-(3,4-difluoro-2-methoxyphenyl)-5-iso-Propyl-4-methoxyfuran-2(5H)-one FC=1C(=C(C=CC1F)C=1C(O[C@H](C1OC)C(C)C)=O)OC